3-(1,3-dithian-2-yl)-4-ethyl-1-phenyl-1H-pyrazole S1C(SCCC1)C1=NN(C=C1CC)C1=CC=CC=C1